C(CCCC)N(C(N(CCCCC)CCCCC)=S)CCCCC tetrapentylthiourea